rac-(5S,7S)-7-fluoro-5-phenyl-N-[rac-(6S)-2,4-dimethyl-5-oxo-7,8-dihydro-6H-pyrazolo[1,5-a][1,3]diazepin-6-yl]-6,7-dihydro-5H-pyrrolo[1,2-b][1,2,4]triazole-2-carboxamide F[C@H]1C[C@H](N2N=C(N=C21)C(=O)N[C@@H]2C(N(C=1N(CC2)N=C(C1)C)C)=O)C1=CC=CC=C1 |r|